2-((5-(5-(difluoromethyl)-1,3,4-oxadiazol-2-yl)pyridin-2-yl)methyl)-6-(4-isobutylpiperazin-1-yl)-4,4-dimethylisoquinoline-1,3(2H,4H)-dione FC(C1=NN=C(O1)C=1C=CC(=NC1)CN1C(C2=CC=C(C=C2C(C1=O)(C)C)N1CCN(CC1)CC(C)C)=O)F